1-(5-((1R,4R)-4-isopropylcyclohexyl)-1,2,4-oxadiazol-3-yl)-2,3-dihydroindole-5-carbaldehyde C(C)(C)C1CCC(CC1)C1=NC(=NO1)N1CCC2=CC(=CC=C12)C=O